8-[(1R)-1-Aminoethyl]-2-(2,5-difluoro-3-pyridyl)-3,6-dimethyl-chromen-4-one N[C@H](C)C=1C=C(C=C2C(C(=C(OC12)C=1C(=NC=C(C1)F)F)C)=O)C